2-hydroxy-7-{[1-(1-oxo-1λ5-pyridine-2-sulfonyl)azetidin-3-yl]oxy}-3,4-dihydro-2H-1,2-benzoxaborinine-8-carboxylic acid trifluoroacetate FC(C(=O)O)(F)F.OB1OC2=C(CC1)C=CC(=C2C(=O)O)OC2CN(C2)S(=O)(=O)C2=N(C=CC=C2)=O